N-cyclohexyl-5-((4-nitrophenyl)ethynyl)-1H-pyrrolo[2,3-b]pyridine-4-amine C1(CCCCC1)NC=1C2=C(N=CC1C#CC1=CC=C(C=C1)[N+](=O)[O-])NC=C2